ClC=1C(=CC=C2C=C(C=C(C12)C1=CC=C2C(=NC(=NC2=C1F)OC[C@]12CCCN2C[C@@H](C1)F)OCC(F)(F)F)O[Si](C(C)C)(C(C)C)C(C)C)F 7-(8-chloro-7-fluoro-3-((triisopropylsilyl)oxy)naphthalen-1-yl)-8-fluoro-2-(((2R,7aS)-2-fluorotetrahydro-1H-pyrrolizin-7a(5H)-yl)methoxy)-4-(2,2,2-trifluoroethoxy)quinazoline